di(2-epoxy propyl) ether CC1(CO1)OC1(C)CO1